20-hydroxyicosanol OCCCCCCCCCCCCCCCCCCCCO